ClC=1C=C2C(=NN1)NC[C@@]1(N2C[C@@H](C1)OC1=NC=C(C=C1)C=C)C(F)F (6aR,8R)-2-chloro-6a-(difluoromethyl)-8-((5-vinylpyridin-2-yl)oxy)-5,6,6a,7,8,9-hexahydropyrrolo[1',2':4,5]pyrazino-[2,3-c]pyridazine